3-methyl-2,6-dioxo-4-trifluoromethyl-3,6-dihydropyrimidin CN1C(NC(C=C1C(F)(F)F)=O)=O